methyl 13-(2-chlorophenyl)-10-oxo-7-thia-9,12-diazatricyclo[6.5.0.02,6]trideca-1(8),2(6),12-triene-4-carboxylate ClC1=C(C=CC=C1)C1=NCC(NC=2SC=3CC(CC3C12)C(=O)OC)=O